C(#N)C=1C=CC(=C(C1)C1=CC(=NC=C1C(=O)OCC1=CC=CC=C1)C)OC benzyl 4-(5-cyano-2-methoxyphenyl)-6-methylnicotinate